1,2-benzenedicarboxylic acid, butyl 2-ethylhexyl ester C=1(C(=CC=CC1)C(=O)OCC(CCCC)CC)C(=O)OCCCC